FC=1C(=C(CN2C(C=3C=C(C=NC3CC2)C=2C=CC=3N(N2)C=C(N3)NC(C)=O)=O)C=C(C1)F)OC1CCOCC1 N-(6-(6-(3,5-difluoro-2-((tetrahydro-2H-pyran-4-yl)oxy)benzyl)-5-oxo-5,6,7,8-tetrahydro-1,6-naphthyridin-3-yl)imidazo[1,2-b]pyridazin-2-yl)acetamide